FC1=C(C=C(O\C(\C(=O)O)=C/C)C=C1)C(F)(F)F (Z)-2-(4-fluoro-3-(trifluoromethyl)phenoxy)but-2-enoic acid